C(C)(C)(C)C1=CC(=NC=C1)N1C2=C(C=CC=C2C=2C=CC(=CC12)O)C1=CC=CC=C1 9-(4-(tert-butyl)pyridin-2-yl)-8-phenyl-9H-carbazol-2-ol